tert-butyl 2-(3'-(3-(2-oxa-6-azaspiro[3.4]oct-6-yl) propoxy)-2,2'-dimethyl-[1,1'-biphenyl]-3-yl)-6,7-dihydrothiazolo[4,5-c]pyridine-5(4H)-carboxylate C1OCC12CN(CC2)CCCOC=2C(=C(C=CC2)C2=C(C(=CC=C2)C=2SC1=C(CN(CC1)C(=O)OC(C)(C)C)N2)C)C